2-[4-[[(3R)-3-piperidyl]amino]pyrido[3,4-d]pyridazin-1-yl]-5-(trifluoromethyl)phenol N1C[C@@H](CCC1)NC=1N=NC(=C2C1C=NC=C2)C2=C(C=C(C=C2)C(F)(F)F)O